NC=1C(=NN(C1)C(C#N)(C)C)C 2-(4-amino-3-methyl-1H-pyrazol-1-yl)-2-methylpropanenitrile